CN(C(CCCCCCC)=O)C N,N-dimethyl-octan-1-amide